cyclohepta-1,3-diene C1=CC=CCCC1